NC1=C(C2=C(S1)CCC21CN(C1)C1=NC(=NC(=C1C#N)N1C[C@H]2CC[C@@H](C1)N2)OCC2=NNN=C2)C#N 2-amino-r-[5-cyano-6-[(1R,5S)-3,8-diazabicyclo[3.2.1]octan-3-yl]-2-(2H-triazol-4-ylmethoxy)pyrimidin-4-yl]spiro[5,6-dihydrocyclopenta[b]thiophene-4,3'-azetidine]-3-carbonitrile